OCCN (2-hydroxyethyl)amine